CC1(CN(CCC1)CC1=CC=C(C=C1)B1OC(C(O1)(C)C)(C)C)O 3-methyl-1-(4-(4,4,5,5-tetramethyl-1,3,2-dioxaborolan-2-yl)benzyl)piperidin-3-ol